NCC1=CC=C(C=C1)CN α,α'-diaminop-xylene